C(C)OC(=O)C=1C=NN(C1)C1=NC(=CN=C1N)Br 1-(3-amino-6-bromopyrazin-2-yl)pyrazole-4-carboxylic acid ethyl ester